(2-carboxyphenyl)boronic acid C(=O)(O)C1=C(C=CC=C1)B(O)O